4-fluoro-5-{2-prop-2-yl-6-[3-trifluoromethylphenyl]imidazo[1,2-a]pyrazin-3-yl}-1H-indazole FC1=C2C=NNC2=CC=C1C1=C(N=C2N1C=C(N=C2)C2=CC(=CC=C2)C(F)(F)F)C(C)C